1-(3-Chloropyridin-2-yl)-N-[4-cyano-2-methyl-6-(methylcarbamoyl)phenyl]-3-{[5-(trifluoromethyl)-2H-tetrazol-2-yl]methyl}-1H-pyrazole-5-carboxamide ClC=1C(=NC=CC1)N1N=C(C=C1C(=O)NC1=C(C=C(C=C1C(NC)=O)C#N)C)CN1N=C(N=N1)C(F)(F)F